4-(4-fluorobenzoyl)-N-((1-methylpyrrolidin-3-yl)methyl)-3,4-dihydroquinoxaline-1(2H)-carboxamide FC1=CC=C(C(=O)N2CCN(C3=CC=CC=C23)C(=O)NCC2CN(CC2)C)C=C1